O=C1NC(CCC1N1C(C2=CC=C(C=C2C1)NC(=O)C=1C=2CCCC2C=CC1)=O)=O N-(2-(2,6-dioxopiperidin-3-yl)-1-oxoisoindolin-5-yl)-2,3-dihydro-1H-indene-4-carboxamide